N-{4-[(3-[3-cyano-4-(2,2,2-trifluoroethoxy)phenyl]-1-{[2-(trimethylsilyl)ethoxy]methyl}-1H-pyrrolo[2,3-b]pyridin-4-yl)oxy]-3,5-difluorophenyl}-N'-[(3-methyloxetan-3-yl)methyl]urea C(#N)C=1C=C(C=CC1OCC(F)(F)F)C1=CN(C2=NC=CC(=C21)OC2=C(C=C(C=C2F)NC(=O)NCC2(COC2)C)F)COCC[Si](C)(C)C